NC1=C2C(=NC(=N1)Cl)N(N=C2)CC=2C=CC(=C(COC=1C=C(C=CC1)CO)C2)Br (3-((5-((4-amino-6-chloro-1H-pyrazolo[3,4-d]pyrimidin-1-yl)methyl)-2-bromobenzyl)oxy)phenyl)methanol